(Z)-2-(3,4-bis(benzyloxy)benzylidene)-3-oxo-2,3-dihydrobenzofuran-5-carboxylic acid C(C1=CC=CC=C1)OC=1C=C(\C=C\2/OC3=C(C2=O)C=C(C=C3)C(=O)O)C=CC1OCC1=CC=CC=C1